C1(=CC=CC2=CC=CC=C12)C=1C(=C(C(C2(C(C3(C(C(C(C(C3=CC12)([2H])[2H])([2H])[2H])([2H])[2H])([2H])[2H])[2H])([2H])[2H])[2H])([2H])[2H])[2H])C1=C(C=CC=C1)C1=CC=CC2=CC=CC=C12 naphthyl(naphthylphenyl)anthracene-d15